benzo[1,2-b:4,5-b']-dithiophene S1C=2C(C=C1)=CC=1SC=CC1C2